7-chloro-3-((2-(trimethylsilyl)ethoxy)methyl)-3H-imidazo[4,5-c][2,6]naphthyridine ClC=1N=CC=2C3=C(N=CC2C1)N(C=N3)COCC[Si](C)(C)C